O8-[2,2-bis(hydroxymethyl)-3-[8-[(Z)-non-3-enoxy]-8-oxo-octanoyl]oxy-propyl] O1-[(Z)-non-3-enyl] octanedioate C(CCCCCCC(=O)OCC(COC(CCCCCCC(=O)OCC\C=C/CCCCC)=O)(CO)CO)(=O)OCC\C=C/CCCCC